1-(3-(4-chloro-3,5-dimethylphenoxy)propyl)-3-isobutyl-5-methyl-4-tolyl-1H-pyrrole-2-carboxylic acid ClC1=C(C=C(OCCCC2(CC(=C(C(=C2)C)N2C(=CC=C2)C(=O)O)CC(C)C)C)C=C1C)C